3-(1-fluorocyclopropyl)-3-hydroxy-butyric acid ethyl ester C(C)OC(CC(C)(O)C1(CC1)F)=O